Glycerol Di-L-(+)-Lactate C([C@@H](O)C)(=O)OCC(OC([C@@H](O)C)=O)CO